1-propen-1-ylboronic acid C(=CC)B(O)O